tert-butyl 5-(1-(cyclopropylmethyl) hydrazino)-3,4-dihydroisoquinoline-2(1H)-carboxylate C1(CC1)CN(N)C1=C2CCN(CC2=CC=C1)C(=O)OC(C)(C)C